C(C)(C)(C)C1=NC(=NO1)C(=O)NC[C@@H]1[C@@H](CN(CC1)C=1C=2N(C=C(N1)C=1C=NN(C1)C)N=CC2)F 5-(tert-butyl)-N-((cis-3-fluoro-1-(6-(1-methyl-1H-pyrazol-4-yl)pyrazolo[1,5-a]pyrazin-4-yl)piperidin-4-yl)methyl)-1,2,4-oxadiazole-3-carboxamide